N-(6-amino-5-methyl-3-pyridyl)-2-[(2R,5S)-5-methyl-2-(1,2,3,4-tetrahydroquinolin-6-yl)-1-piperidyl]-2-oxo-acetamide NC1=C(C=C(C=N1)NC(C(=O)N1[C@H](CC[C@@H](C1)C)C=1C=C2CCCNC2=CC1)=O)C